C1(=CC=CC=C1)CCO beta-PHENYLETHYL ALCOHOL